N[C@@H]1CN(CCC1)C1=NC2=C(N1C(C)C1=CC=C(C#N)C=C1)C=CC=C2 4-(1-(2-((S)-3-Aminopiperidin-1-yl)-1H-benzo[d]imidazol-1-yl)ethyl)benzonitril